(R)-5-(6-ethyl-8-fluoro-4-methyl-2-(2-methyl-4-(tetrahydro-2H-pyran-4-yl)piperazin-1-yl)quinolin-3-yl)-3-methyl-1,2,4-oxadiazole C(C)C=1C=C2C(=C(C(=NC2=C(C1)F)N1[C@@H](CN(CC1)C1CCOCC1)C)C1=NC(=NO1)C)C